N-[3-(2,1,3-benzothiadiazol-5-ylamino)quinoxalin-2-yl]-4-methylbenzene-sulfonamide N=1SN=C2C1C=CC(=C2)NC=2C(=NC1=CC=CC=C1N2)NS(=O)(=O)C2=CC=C(C=C2)C